CC1=CC(=C(N=N1)[S@@](=O)(=N)C1=CC(=CC=C1)C(F)(F)F)C(=O)O 6-methyl-3-{(R,S)-[3-(trifluoromethyl)phenyl]sulfonimidoyl}pyridazine-4-carboxylic acid